(2-(dodecyloxy)-5-ethynyl-1,3-phenylene)dimethanol C(CCCCCCCCCCC)OC1=C(C=C(C=C1CO)C#C)CO